C(C(=C)C)(=O)[O-].[Zn+2].C(C(=C)C)(=O)[O-] zinc(II) methacrylate